(3S)-3-(9H-fluoren-9-ylmethoxycarbonylamino)-4-methoxy-4-oxo-butanoic acid C1=CC=CC=2C3=CC=CC=C3C(C12)COC(=O)N[C@@H](CC(=O)O)C(=O)OC